C/C(/C(=O)O)=C(/C(=O)N)\C=CC1=CC=CC=C1 alpha-methylstyrene-maleamic acid